[4-(6-Aminopyridazin-3-yl)-piperidin-1-yl]-(2-ethyl-4'-trifluoromethyl-biphenyl-4-yl)-methanon NC1=CC=C(N=N1)C1CCN(CC1)C(=O)C1=CC(=C(C=C1)C1=CC=C(C=C1)C(F)(F)F)CC